CC1=C(CCNC(=O)C=2C(=NN(C2OC2=CC(=CC=C2)C(F)(F)F)C)CO)C=CC(=C1)C N-(2,4-dimethylphenethyl)-3-(hydroxymethyl)-1-methyl-5-[3-(trifluoromethyl)phenoxy]-1H-pyrazole-4-carboxamide